2-(dimethylamino)-1-(4-(3-isopropyl-2-(8-methylquinolin-6-yl)-1H-indol-5-yl)piperidin-1-yl)ethan-1-one CN(CC(=O)N1CCC(CC1)C=1C=C2C(=C(NC2=CC1)C=1C=C2C=CC=NC2=C(C1)C)C(C)C)C